P(O)(=O)(OP(=O)(O)OP(=O)(O)O)OC[C@@H]1[C@H]([C@H]([C@@H](O1)N1C(=O)N=C(N)C=C1)N)O 2'-Amino-2'-deoxycytidine-5'-Triphosphate